5-carboxy-2'-deoxycytidine C(=O)(O)C=1C(=NC(N([C@H]2C[C@H](O)[C@@H](CO)O2)C1)=O)N